ClC=1C=C(OC(CCN[C@@H](C(C)C)C(=O)OC)C2=CC=CC=C2)C=CC1Cl methyl (3-(3,4-dichlorophenoxy)-3-phenylpropyl)-L-valinate